OC[C@H](C1=CC=CC=C1)NC1=NC(=NC=C1C(=O)OCC)NC1=CC(=C(C=C1)C(NC)=O)C ethyl 4-[[(1S)-2-hydroxy-1-phenyl-ethyl]amino]-2-[3-methyl-4-(methylcarbamoyl)-anilino]pyrimidine-5-carboxylate